1H-Pyrazole-3-carboxylic acid {1-([1,4']bipiperidinyl-1'-carbonyl)-3-oxo-3-[4-(2-oxo-1,4-dihydro-2H-quinazolin-3-yl)-piperidin-1-yl]-propyl}-amide N1(CCCCC1)C1CCN(CC1)C(=O)C(CC(N1CCC(CC1)N1C(NC2=CC=CC=C2C1)=O)=O)NC(=O)C1=NNC=C1